6,7,8,9-tetrahydropyrazolo[1,5-a]pyrido[4,3-e]pyrimidin-5(4H)-one N1=CC=C2N1C1=C(C(N2)=O)CCNC1